COCCC1=C(C(=CC(=C1)C(C)(C)C)OC)O 2,6-dimethoxyethyl-4-tert-butylphenol